C(C=C)C1=CC(=C(C=C1)O)\N=N\C1=C(C=C(C=C1C)C)C (E)-4-allyl-2-(mesityldiazenyl)phenol